CC[C-]1C=CC=C1.CC[C-]1C=CC=C1.[Ni+2] bis-(ethylcyclopentadienyl)nickel